triethylsulfonium bis(trifluoromethanesulfonyl)imide salt [N-](S(=O)(=O)C(F)(F)F)S(=O)(=O)C(F)(F)F.C(C)[S+](CC)CC